OCCOCCOC1=C(C=C(C=C1)C1(C2=CC=CC=C2C=2C=CC=CC12)C1=CC(=C(C=C1)OCCOCCO)C)C 9,9-bis[4-(2-(2-hydroxyethoxy)ethoxy)-3-methylphenyl]fluorene